C(C)(=O)N[C@H](C(=O)O)CSSC[C@@H](C(=O)O)N (R)-2-acetylamino-3-(((R)-2-amino-2-carboxyethyl)disulfanyl)propionic acid